(Z)-4-azidobut-2-en-1-yl-2-diazo-2-(3,4-dichlorophenyl)acetate N(=[N+]=[N-])C\C=C/COC(C(C1=CC(=C(C=C1)Cl)Cl)=[N+]=[N-])=O